2,5-Bis(t-butylperoxy)-2,5-dimethylhexyn C(C)(C)(C)OOC(C)(C#CC(C)(C)OOC(C)(C)C)C